2-{[(2R,7AS)-2-FLUORO-HEXAHYDROPYRROLIZIN-7A-YL]METHOXY}-7-(8-ETHYNYL-3-HYDROXYNAPHTHALEN-1-YL)-8-METHYL-4-({1H-PYRROLO[2,3-B]PYRIDIN-3-YLMETHYL}AMINO)PYRANO[4,3-D]PYRIMIDIN-5-ONE F[C@@H]1C[C@@]2(CCCN2C1)COC=1N=C(C2=C(N1)C(=C(OC2=O)C2=CC(=CC1=CC=CC(=C21)C#C)O)C)NCC2=CNC1=NC=CC=C12